N-hydroxy-3-((6-(2-morpholino-pyrimidin-5-yl)-5-(trifluoromethyl)-1H-benzo[d]imidazol-2-yl)amino)benzamide ONC(C1=CC(=CC=C1)NC1=NC2=C(N1)C=C(C(=C2)C(F)(F)F)C=2C=NC(=NC2)N2CCOCC2)=O